ClC1=NC=C(C(=N1)C1=CC=C2CN(C(C2=C1)=O)CC(=O)N[C@H](CO)C=1C=C(C=CC1)C)Cl (S)-2-(6-(2,5-dichloropyrimidin-4-yl)-1-oxoisoindolin-2-yl)-N-(2-hydroxy-1-(m-tolyl)ethyl)acetamide